N[C@@H](C(=O)O)CNCC1=CC(=C(C=C1)OCC1=CC=CC=C1)OCC1=CC=CC=C1 (R)-2-amino-3-((3,4-bis(benzyloxy)benzyl)amino)propanoic acid